3-(6-((3-(4-fluorophenyl)-5-methylisoxazol-4-yl)methoxy)pyridin-3-yl)-7-methyl-6,7-dihydro-[1,2,4]triazolo[4,3-a]pyrazin-8(5H)-one FC1=CC=C(C=C1)C1=NOC(=C1COC1=CC=C(C=N1)C1=NN=C2N1CCN(C2=O)C)C